FC(C=1C=C2CCCC(C2=CC1)=O)(F)F 6-(trifluoromethyl)tetralin-1-one